S=C[C@H](S)[C@H](O)CO dithioerythrose